(2,6-difluorophenyl)-N-[5-(3,3,6-trimethyl-(2,3-dihydrobenzo[b]furan-5-yl))(2-pyridyl)]carboxamide FC1=C(C(=CC=C1)F)C(=O)NC1=NC=C(C=C1)C1=CC2=C(OCC2(C)C)C=C1C